C(C)(C)(C)OC(=O)N1[C@@H](CC(=CC1)C)C(=O)O (S)-1-(tert-butoxycarbonyl)-4-methyl-1,2,3,6-tetrahydropyridine-2-carboxylic acid